C(CCC)C1=CC(=C(C=C1OC)CC(C)N)OC 1-(4-butyl-2,5-dimethoxyphenyl)propan-2-amine